ClC=1C=C(C=CC1OCC(F)(F)F)C1=C(N=C2N(C1=O)C=CC=C2)C(F)(F)F 3-(3-chloro-4-(2,2,2-trifluoroethoxy)phenyl)-2-(trifluoromethyl)-4H-pyrido[1,2-a]pyrimidin-4-one